C(C)(C)P(CCCP(C(C)C)C(C)C)C(C)C 1,3-bis(diisopropyl-phosphino)propane